C(C)(=O)C=1C=C(C=C2C(N(C(=NC12)SC)C)=O)C 8-Acetyl-3,6-dimethyl-2-(methylthio)quinazolin-4(3H)-one